7'-(2,6-difluoro-3,5-dimethoxyphenyl)-3'-{[2-(trimethylsilyl)ethoxy]-methyl}-6',7'-dihydrospiro[piperidine-4,9'-pyrrolo[2,3-c][2,7]naphthyridin]-8'(3'H)-one FC1=C(C(=C(C=C1OC)OC)F)N1C(C2(C=3C4=C(N=CC3C1)N(C=C4)COCC[Si](C)(C)C)CCNCC2)=O